8-(5-methyl-2-((4-morpholinophenyl)amino)pyrimidin-4-yl)-2,8-diazaspiro[4.5]decan-1-one CC=1C(=NC(=NC1)NC1=CC=C(C=C1)N1CCOCC1)N1CCC2(CCNC2=O)CC1